2'-fucosyllactosyl-sphingosine C1([C@@H](O)[C@H](O)[C@H](O)[C@@H](O1)C)[C@@]1([C@H](O[C@H]2[C@@H]([C@H](C(O[C@@H]2CO)C(O)[C@H](N)[C@H](O)\C=C\CCCCCCCCCCCCC)O)O)O[C@@H]([C@@H]([C@@H]1O)O)CO)O